CN(C(OC(C)(C)C)=O)CCC1=CC(=CC=C1)[N+](=O)[O-] tert-butyl methyl(3-nitrophenethyl)carbamate